FC1=C(C=CC=C1)C1=NC2=CC=CC=C2C=C1I 2-(2-fluorophenyl)-3-iodoquinolin